8-(4-formylphenyl)-5-hydroxy-2-(4-hydroxyphenyl)-7-methoxy-4H-benzopyran-4-one C(=O)C1=CC=C(C=C1)C1=C(C=C(C=2C(C=C(OC21)C2=CC=C(C=C2)O)=O)O)OC